Cl.ClC=1C=C(C=CC1F)NC1=NC=NC2=CC(=C(C=C12)NC(\C=C\CN1CCC(CC1)CN1CCNCC1)=O)OC (E)-N-(4-((3-chloro-4-fluorophenyl)amino)-7-methoxyquinazolin-6-yl)-4-(4-(piperazin-1-ylmethyl)piperidin-1-yl)but-2-enamide hydrochloride